COC1=NC2=CC=C(C=C2N=C1)S(=O)(=O)NC1=C(C=CC=C1)C#CC=1C=CC(=NC1)C(=O)O 5-{2-[2-(2-methoxyquinoxaline-6-sulfonamido)phenyl]ethynyl}pyridine-2-carboxylic acid